COC1=CC=C(C=C1)C(=O)N(C2=CC=CC=C2)C3=CC=CC=C3 N,N-diphenyl-4-methoxybenzamide